(2-(3-((1H-indol-5-yl)oxy)phenyl)-1H-imidazol-4-yl)(5-methylthiophen-2-yl)methanol N1C=CC2=CC(=CC=C12)OC=1C=C(C=CC1)C=1NC=C(N1)C(O)C=1SC(=CC1)C